FC=1C=C(C=CC1)C#CC=1C=CC(=NC1)C1=NOC(=N1)CN(C)C 1-(3-(5-((3-fluorophenyl)ethynyl)pyridin-2-yl)-1,2,4-oxadiazol-5-yl)-N,N-dimethylmethanamine